dodecyl-dimethyl-(hexyloxymethyl)-ammonium chloride [Cl-].C(CCCCCCCCCCC)[N+](COCCCCCC)(C)C